C1=CC(=CC=C1C[C@H](C(=O)O)N)O The molecule is an optically active form of tyrosine having D-configuration. It has a role as an Escherichia coli metabolite. It is a tyrosine and a D-alpha-amino acid. It is a conjugate base of a D-tyrosinium. It is a conjugate acid of a D-tyrosinate(1-). It is an enantiomer of a L-tyrosine. It is a tautomer of a D-tyrosine zwitterion.